O=C1NC(CCC1C1=C(C=C(OC2CCN(CC2)C(=O)OC(C)(C)C)C=C1F)F)=O tert-butyl 4-(4-(2,6-dioxopiperidin-3-yl)-3,5-difluorophenoxy)piperidine-1-carboxylate